methyl 6-benzylsulfanylpyridine-2-carboxylate C(C1=CC=CC=C1)SC1=CC=CC(=N1)C(=O)OC